(Sa)-2-(6-aminospiro[3.3]heptane-2-yl)acetic acid ethyl ester hydrochloride Cl.C(C)OC(CC1CC2(C1)CC(C2)N)=O